ClC=1C=C(C=C(C1OC[C@@H](CCl)O)Cl)S(=O)(=O)C1=CC=C(OC[C@H](CCC(=O)N)O)C=C1 ((S)-3-(4-((3,5-dichloro-4-((S)-3-chloro-2-hydroxypropoxy)phenyl)sulfonyl)phenoxy)-2-hydroxypropyl)acetamide